FC1=CC(=CC2=C1N=C(O2)C)C=2N=C1N(C(C2)=O)C=C(C=C1)N1CCN(CC1)CCC 2-(4-fluoro-2-methyl-1,3-benzoxazol-6-yl)-7-(4-propylpiperazin-1-yl)-4H-pyrido[1,2-a]pyrimidin-4-one